(E)-2-Chloro-4-(1,2-dibromovinyl)pyridine ClC1=NC=CC(=C1)/C(=C\Br)/Br